C1(CC1)C(=O)N1CC(C1)C(=O)NCC1=CC=C(C=C1)NC1=CC=C(C=C1)N1CCC(CC1)C 1-(Cyclopropanecarbonyl)-N-(4-((4-(4-methylpiperidin-1-yl)phenyl)amino)benzyl)azetidine-3-carboxamide